ClC=1C=C(C=CC1F)NC1=NC2=CC=CC=C2C(=N1)C(F)(F)F N-(3-chloro-4-fluorophenyl)-4-trifluoromethylquinazolin-2-amine